CC12C3CCC4(C(CCC4C3CC=C2CC(CC1)C(C(=O)O)N)[C@H](C)CCCC(C)C)C.CC1=NC=CC=C1[C@H]1OC1 (R)-2-Methyl-3-(oxiran-2-yl)pyridine 10,13-dimethyl-17-((R)-6-methylheptan-2-yl)-2,3,4,7,8,9,10,11,12,13,14,15,16,17-tetradecahydro-1H-cyclopenta[a]phenanthren-3-yl-2-aminoacetate